6-(6-chloro-4-{3,8-diazabicyclo[3.2.1]octan-3-yl}-8-fluoro-2-({1-[(morpholin-4-yl)methyl]cyclopropyl}methoxy)quinazolin-7-yl)-4-methyl-5-(trifluoromethyl)pyridin-2-amine ClC=1C=C2C(=NC(=NC2=C(C1C1=C(C(=CC(=N1)N)C)C(F)(F)F)F)OCC1(CC1)CN1CCOCC1)N1CC2CCC(C1)N2